2,3-dimethyl-6-methylisoindolo[2,1-a]quinoxaline CC=1C(=CC=2N=C(C=3N(C2C1)C=C1C=CC=CC13)C)C